NC1=NC(=C(C=2N1C(N(N2)C[C@H]2CN(CCO2)C(=O)OC(C)(C)C)=O)C2=CC(=NC(=C2)C)C)C2=CC=CC=C2 tert-butyl (R)-2-((5-amino-8-(2,6-dimethylpyridin-4-yl)-3-oxo-7-phenyl-[1,2,4]triazolo[4,3-c]pyrimidin-2(3H)-yl)methyl)morpholine-4-carboxylate